The molecule is a tricarboxylic acid trianion resulting from the deprotonation of all three hydroxy groups of nitrilotriacetic acid. It is a NTA and a tricarboxylic acid trianion. It is a conjugate base of a nitrilotriacetate(2-). C(C(=O)[O-])N(CC(=O)[O-])CC(=O)[O-]